(R)-1,2-dimethylpiperazine dihydrochloride Cl.Cl.CN1[C@@H](CNCC1)C